F[B-](CN1CCOCC1)(F)F.[K+] potassium trifluoro(morpholinomethyl)boranuide